acetoacetyl-S-CoA CC(=O)CC(=O)SCCNC(=O)CCNC(=O)[C@@H](C(C)(C)COP(=O)(O)OP(=O)(O)OC[C@@H]1[C@H]([C@H]([C@@H](O1)N2C=NC3=C(N=CN=C32)N)O)OP(=O)(O)O)O